1,7,7-tri-methylbicyclo[2.2.1]heptane-2,3-dione CC12C(C(C(CC1)C2(C)C)=O)=O